C(C)(=O)N1C[C@H](CC1)N1CCC(CC1)C1=NN(C=2C1=NC(=CC2)C=2SC1=C(N2)C=C(C(=C1C1=CC=C(C=C1)Cl)[C@@H](C(=O)O)OC(C)(C)C)C)C (S)-2-(2-(3-(1-((S)-1-acetylpyrrolidin-3-yl)piperidin-4-yl)-1-methyl-1H-pyrazolo[4,3-b]pyridin-5-yl)-7-(4-chlorophenyl)-5-methylbenzo[d]thiazol-6-yl)-2-(tert-butoxy)acetic acid